BrC=1C=C(C=CC1F)C1=NC(=NC(=N1)C1=CC=CC=C1)C1=CC=CC=C1 2-(3-bromo-4-fluoro-phenyl)-4,6-diphenyl-1,3,5-triazine